(S)-5-methyl-7-(1-methyl-1H-pyrazol-5-yl)-3-(tritylamino)-2,3-dihydrobenzo[b][1,4]oxazepin-4(5H)-one CN1C2=C(OC[C@@H](C1=O)NC(C1=CC=CC=C1)(C1=CC=CC=C1)C1=CC=CC=C1)C=CC(=C2)C2=CC=NN2C